C(C)(=O)OC(C)=O acetic, anhydride